5-fluoro-6-(4-fluorophenyl)pyridine FC=1C=CC=NC1C1=CC=C(C=C1)F